10-(1-(((1r,4r)-4-(((tert-butyldimethylsilyl)oxy)methyl)cyclohexyl)methyl)piperidin-4-yl)-4-chloro-7,7-dimethylindolo[1,2-a]quinazolin-5(7H)-one [Si](C)(C)(C(C)(C)C)OCC1CCC(CC1)CN1CCC(CC1)C1=CC=C2C(C=3N(C=4C=CC=C(C4C(N3)=O)Cl)C2=C1)(C)C